C1(=CCCCC1)[C@@H]1N(CC[C@@H](C1)C)C(=O)NC\C=C\S(=O)(=O)C (2R,4S)-2-(cyclohex-1-en-1-yl)-4-methyl-N-(E-3-(methylsulfonyl)allyl)piperidine-1-carboxamide